FC(COC=1C=C(C=NC1)C=O)(F)F 5-(2,2,2-trifluoroethoxy)pyridine-3-carbaldehyde